3-[(2-thiophenylthio)methyl]benzoic acid S1C(=CC=C1)SCC=1C=C(C(=O)O)C=CC1